FC=1C=C(C(=O)N[C@H](CNC(=O)[C@@H]2OC(OCC2(C)C)(C)C)C)C=CC1F (R)-2,2,5,5-Tetramethyl-[1,3]dioxane-4-carboxylic acid [(S)-2-(3,4-difluoro-benzoylamino)propyl]-amide